3,7,11-trimethyl-dodecyne-3-ol CC(C#C)(CCCC(CCCC(C)C)C)O